BrC1=CC=2N(C=C1)N=CC2C(=O)NCC(C)(C)F 5-Bromo-N-(2-fluoro-2-methylpropyl)pyrazolo[1,5-a]pyridine-3-carboxamide